C(C1CC(C(C(C1)C(C)CC(C)C)N)C(C)CC(C)C)C1CC(C(C(C1)C(C)CC(C)C)N)C(C)CC(C)C 4,4'-methylenebis(2,6-di(4-methylpent-2-yl)cyclohexylamine)